C1(CC=CCCCC1)C(C)=O 1-(3-cycloocten-1-yl)ethanone